4-chloro-1-ethyl-3-methyl-5-(1-methyl-1H-imidazol-4-yl)-1H-pyrazole ClC=1C(=NN(C1C=1N=CN(C1)C)CC)C